CC=1C=C2CNC(C2=CC1C)=O 5,6-dimethylisoindolin-1-one